(S)-2-(2,6-bis(benzyloxy)pyridin-3-yl)-5-(7-fluoro-1-methylisoindoline-2-carbonyl)isoindolin-1-one C(C1=CC=CC=C1)OC1=NC(=CC=C1N1C(C2=CC=C(C=C2C1)C(=O)N1[C@H](C2=C(C=CC=C2C1)F)C)=O)OCC1=CC=CC=C1